1-Aminopropan NCCC